C1(CC1)S(=O)(=O)C=1C(=NC=CC1)NC1=CC(=NC=C1C(CC)=O)NC(=O)C1CC1 N-(4-((3-(cyclopropylsulfonyl)pyridin-2-yl)amino)-5-propionylpyridin-2-yl)-cyclopropanecarboxamide